Cl.C(C)(C)N1N=NC=2C=CC=3C=NC(=NC3C21)NC2=NC=C(C=C2)C2CCNCC2 1-Isopropyl-N-(5-(piperidin-4-yl)pyridin-2-yl)-1H-[1,2,3]triazolo[4,5-h]quinazolin-8-amine hydrochloride